BrC(C(=O)N(C)OC)(C)C 2-bromo-N-methoxy-N,2-dimethylpropionamide